3-[7-(hydroxymethyl)-1-benzothiophen-5-yl]-3-[1-(2-hydroxy-2-methylpropyl)-4-methyl-1H-benzotriazol-5-yl]propanoate OCC1=CC(=CC=2C=CSC21)C(CC(=O)[O-])C2=C(C1=C(N(N=N1)CC(C)(C)O)C=C2)C